N-(4-amino-1-(4-(cyclopropanesulphonylamino)pyridin-2-yl)butyl)-5-(6-ethoxypyrazin-2-yl)thiazole-2-carboxamide NCCCC(C1=NC=CC(=C1)NS(=O)(=O)C1CC1)NC(=O)C=1SC(=CN1)C1=NC(=CN=C1)OCC